chloroquinazolin-4(3H)-one ClC1=NC2=CC=CC=C2C(N1)=O